BrC1=CC=C(C=C1)N1N=C(C=C1C)C 1-(4-bromophenyl)-3,5-dimethylpyrazole